2-{4-[5-chloro-2-(1H-tetrazol-1-yl)phenyl]-5-methoxy-2-oxopyridin-1(2H)-yl}-N-(2-methyl-2H-indazol-5-yl)hexanamide ClC=1C=CC(=C(C1)C1=CC(N(C=C1OC)C(C(=O)NC1=CC2=CN(N=C2C=C1)C)CCCC)=O)N1N=NN=C1